C(C)(C)(C)C=1C=C(OP(=O)(OC2=C(C(=C(C(=C2F)F)F)F)F)N[C@@H](C)C(=O)OCC(CC)CC)C=CC1 2-ethylbutyl ((3-(tert-butyl)phenoxy) (perfluorophenoxy)phosphoryl)-L-alaninate